2,4-difluorobenzoic acid FC1=C(C(=O)O)C=CC(=C1)F